FC1=CC=C(C(=O)NC(C)C=2N=NN(C2)[C@H](CC2=CC=3CCCCC3C=C2)CC(=O)NO)C=C1 4-fluoro-N-(1-(1-((R)-4-(hydroxyamino)-4-oxo-1-(5,6,7,8-tetrahydronaphthalen-2-yl)butan-2-yl)-1H-1,2,3-triazol-4-yl)ethyl)benzamide